FC1=C2CC3C(C2=CC=C1F)(C=1C=CC=CC1C3)N3N1C(C(N(C3)CCC3=CC=C(C=C3)F)=O)=C(C(C=C1)=O)O 1-(1,2-difluoro-9a,10-dihydroindeno[1,2-a]inden-4b(9H)-yl)-3-(4-fluorophenethyl)-5-hydroxy-2,3-dihydro-1H-pyrido[2,1-f][1,2,4]triazine-4,6-dione